COC=1C=C2C(=CNC2=CC1C)C(C(=O)Cl)=O 2-(5-methoxy-6-methyl-1H-indol-3-yl)-2-oxoacetyl chloride